FC(C(=O)O)(F)F.NC/C=C/CNC1=C(C=C(C(=O)N)C=C1[N+](=O)[O-])OC (E)-4-((4-aminobut-2-en-1-yl)amino)-3-methoxy-5-nitrobenzamide, Trifluoroacetic acid salt